The molecule is a secondary aliphatic amine where both N-substituents are methyl. It has a role as a metabolite. It is a secondary aliphatic amine and a member of methylamines. It is a conjugate base of a dimethylaminium. CNC